C(C)NS(=O)(=O)C1=CC(=C(C=C1)NC(C(CC1=CC=CC=C1)NC(OC(C)(C)C)=O)=O)F tert-butyl 1-(4-(N-ethylsulfamoyl)-2-fluorophenylamino)-1-oxo-3-phenylpropan-2-ylcarbamate